CC1(OB(OC1(C)C)B1OC(C(O1)(C)C)(C)C)C 4,4,5,5-tetra-methyl-2-(4,4,5,5-tetramethyl-1,3,2-dioxaborolan-2-yl)-1,3,2-dioxaborolane